C(C)(C)(C)OC(=O)N1CCC(CC1)(C)N1N=CC(=C1)CNC1=C2C(N(C(C2=CC=C1)=O)C1C(NC(CC1)=O)=O)=O tert-Butyl-4-[4-[[[2-(2,6-dioxo-3-piperidyl)-1,3-dioxo-isoindolin-4-yl]amino] methyl]pyrazol-1-yl]-4-methyl-piperidine-1-carboxylate